8,9-dichloro-2,3,4,5-tetrahydro-1h-benzo[c]azepine ClC=1C=CC2=C(CNCCC2)C1Cl